C(CC=C)(=O)O 3-Butenic acid